(3Z)-6-(octyloxymethoxy)-3-hexenylmagnesium bromide C(CCCCCCC)OCOCC\C=C/CC[Mg]Br